FC1=CC=C(C=C1)SSC methyl (4-fluorophenyl) disulfide